(exo)-1,7,7-trimethylbicyclo[2.2.1]heptan-2-yl 2-bromoacetate BrCC(=O)OC1C2(CCC(C1)C2(C)C)C